COC1=CC=C(CNC2=NC=3C=CC(=CC3C3=C2COCC3)C(=O)N(CC3=NC=C(C=C3)C(F)(F)F)[C@H](C)C3=NC=CC=N3)C=C1 (R)-5-((4-methoxybenzyl)amino)-N-(1-(pyrimidin-2-yl)ethyl)-N-((5-(trifluoromethyl)pyridin-2-yl)methyl)-1,4-dihydro-2H-pyrano[3,4-c]quinoline-9-carboxamide